(trifluoromethyl)-[2,3'-bipyridine]-4-carboxylate FC(F)(F)OC(=O)C1=CC(=NC=C1)C=1C=NC=CC1